(sulfinylbis(methylene))dicyclohexane S(=O)(CC1CCCCC1)CC1CCCCC1